3,4,6,7,9,10-hexahydroacridine C1=CCCC=2NC3=CCCC=C3CC12